C(C)(C)C=1C=C(C=CC1)C=1C=C2CC(C(C2=CC1OC)NC(O[C@@H]1CN2CCC1CC2)=O)(C)C (S)-quinuclidin-3-yl (5-(3-isopropylphenyl)-6-methoxy-2,2-dimethyl-2,3-dihydro-1H-inden-1-yl)carbamate